acetamidine (acetamidate) C(C)(=O)N.C(C)(=N)N